N-(benzenesulfonyl)benzamide C1(=CC=CC=C1)S(=O)(=O)NC(C1=CC=CC=C1)=O